2-((3-bromo-1-methyl-1H-pyrazol-4-yl)methyl)-6-(difluoromethyl)imidazo[1,2-a]pyrazine BrC1=NN(C=C1CC=1N=C2N(C=C(N=C2)C(F)F)C1)C